CC1=C(C(=CC=C1)C)NC1=NN(C2=NC(=NC=C21)NC2=CC=C1CCN(CC1=C2)CC(=O)O)C 2-(7-((3-((2,6-dimethylphenyl)amino)-1-methyl-1H-pyrazolo[3,4-d]pyrimidin-6-yl)amino)-3,4-dihydroisoquinolin-2(1H)-yl)acetic acid